CC(C(N1CC(CCC1)C=1N=NNN1)=O)OC1=CC=C2C(=CC(OC2=C1)=O)C1=CC=CC=C1 7-[1-methyl-2-oxo-2-[3-(2H-tetrazol-5-yl)-1-piperidyl]ethoxy]-4-phenyl-chromen-2-one